C1(=CC=CC=C1)C1=NOC(=C1)C1(CC1)C#N (3-phenylisoxazol-5-yl)cyclopropanecarbonitrile